methyl (E)-2-((2-benzylidene-1-methylhydrazino) methyl)-5-fluoro-3-nitrobenzoate C(/C1=CC=CC=C1)=N\N(C)CC1=C(C(=O)OC)C=C(C=C1[N+](=O)[O-])F